6-fluoro-1,2,3,4-tetrahydroisoquinoline-1,1-d2 FC=1C=C2CCNC(C2=CC1)([2H])[2H]